FC1(C(N(C2=C(O1)C=C(C(=C2)C2=C(C(=C(C=C2F)F)F)F)F)CC(=O)OC)=O)F methyl 2-(2,2,7-trifluoro-3-oxo-6-(2,3,4,6-tetrafluorophenyl)-2,3-dihydro-4H-benzo[b][1,4]oxazin-4-yl)acetate